C(CCCCC(=O)O)(=O)O.FC=1C=C(C2=C(OCCO2)C1)NC1=NC=2N(C(=C1)NC)N=CC2NC(=O)N[C@H]2[C@H](C2)F 1-(5-((7-fluoro-2,3-dihydrobenzo[b][1,4]dioxin-5-yl)amino)-7-(methylamino)pyrazolo[1,5-a]pyrimidin-3-yl)-3-((1R,2S)-2-fluorocyclopropyl)urea adipate